CN(C(=O)C1CCC(CC1)C(=O)OC)[C@H](C(F)(F)F)C1=CC=C(C=C1)NC=1C=NN(C1[C@H](C)OC)C1=CC=NC=C1 methyl (1r,4r)-4-{methyl[(1S)-2,2,2-trifluoro-1-[4-({5-[(1S)-1-methoxyethyl]-1-(pyridin-4-yl)-1H-pyrazol-4-yl}amino)phenyl]ethyl]carbamoyl}cyclohexane-1-carboxylate